crotonic acid (butenoic acid) salt C(C=CC)(=O)O.C(\C=C\C)(=O)O